C(CCCCCCCCCCCCCCCCC)C(C(=O)O)CCCCCCCCCCCCCCCC Stearyl-(stearic acid)